2-(methylthio)benzo[d]thiazol-6-amine CSC=1SC2=C(N1)C=CC(=C2)N